tert-Butyl N-[[4-[([(5-amino-1,3,4-oxadiazol-2-yl)methyl]amino)methyl]phenyl]methyl]carbamate NC1=NN=C(O1)CNCC1=CC=C(C=C1)CNC(OC(C)(C)C)=O